(1s,4s,5r)-5-[[4-cyclopropyl-1-(2,6-difluorophenyl)-1H-pyrazol-5-yl]methoxy]-2-azabicyclo[2.2.1]heptane C1(CC1)C=1C=NN(C1CO[C@H]1[C@@H]2CN[C@H](C1)C2)C2=C(C=CC=C2F)F